N-thiophenylphthalimide S1C(=CC=C1)N1C(C=2C(C1=O)=CC=CC2)=O